C1(=CC=CC=C1)C1=NC(=NC(=N1)C1=CC=CC=C1)C1=C(C=C(C=C1)OCCCCCC)O (4,6-diphenyl-1,3,5-triazine-2-yl)-5-hexyloxyphenol